N-(4-amino-2-tetrahydropyran-2-yl-pyrazolo[4,3-c]pyridin-7-yl)-N'-[[2-fluoro-4-(trifluoromethyl)phenyl]methyl]-N'-methyl-oxamide NC1=NC=C(C=2C1=CN(N2)C2OCCCC2)NC(=O)C(=O)N(C)CC2=C(C=C(C=C2)C(F)(F)F)F